1-(6,7-dihydro-5H-benzo[6,7]cyclohepta[1,2-c]pyridazin-3-yl)-N3-(3-fluoro-4-(4-pyrrolidin-1-yl-azepan-1-yl)phenyl)-1H-1,2,4-triazole-3,5-diamine N1=NC(=CC2=C1C1=C(CCC2)C=CC=C1)N1N=C(N=C1N)NC1=CC(=C(C=C1)N1CCC(CCC1)N1CCCC1)F